CC=1C(=C(C=CC1)C(=O)C1=C(C(=CC=C1)C)C)C dimethyl-phenylketone